ClC=1C=C(C=CC1)N1C(=NC2=C1C=CC=C2)C2=NNC(=C2)NC(C2=CC=C(C=C2)NC2CCN(CC2)C)=O N-(3-(1-(3-chlorophenyl)-1H-benzo[d]imidazol-2-yl)-1H-pyrazol-5-yl)-4-((1-methylpiperidin-4-yl)amino)benzamide